COC(=O)C=1C(N(N=C(C1)C1=CC=C(C=C1)Cl)C1=CSC(=C1)Cl)=O 6-(4-chlorophenyl)-2-(5-chloro-3-thienyl)-3-oxo-2,3-dihydropyridazine-4-carboxylic acid methyl ester